1-(2-(4-cyclopropylphenyl)propyl)-4-(2-((3,3-difluorocyclohexyl)(phenyl)amino)-2-oxoethyl)piperidine-4-carboxylic acid C1(CC1)C1=CC=C(C=C1)C(CN1CCC(CC1)(C(=O)O)CC(=O)N(C1=CC=CC=C1)C1CC(CCC1)(F)F)C